N1CCC(CC1)O hexahydropyridine-4-ol